BrC=1C=C(C=CC1)C(CC)(O)C1=NN=CN1C 1-(3-bromophenyl)-1-(4-methyl-4H-1,2,4-triazol-3-yl)propan-1-ol